Cl.N[C@H](C(=O)O)C(C)(C)O (S)-2-amino-3-hydroxy-3-methylbutanoic acid HCl